tert-butyl (R)-5-(2-amino-1H-imidazol-1-yl)-2-((tert-butoxycarbonyl)amino)pentanoate NC=1N(C=CN1)CCC[C@H](C(=O)OC(C)(C)C)NC(=O)OC(C)(C)C